methyl 1-(tert-butoxycarbonyl)-4-piperidinecarboxylate C(C)(C)(C)OC(=O)N1CCC(CC1)C(=O)OC